3-(benzyloxymethyl)-1-[(2R,6S)-6-[[bis(4-methoxyphenyl)-phenyl-methoxy]methyl]-3,5-dihydroxy-6-(triisopropylsilyloxymethyl)-1,4-dioxan-2-yl]pyrimidine-2,4-dione C(C1=CC=CC=C1)OCN1C(N(C=CC1=O)[C@@H]1O[C@](C(OC1O)O)(CO[Si](C(C)C)(C(C)C)C(C)C)COC(C1=CC=CC=C1)(C1=CC=C(C=C1)OC)C1=CC=C(C=C1)OC)=O